NCl Chloramin